CC1=C(C(=CC(=C1N)SC)SC)N 2-methyl-4,6-bis(methylthio)benzene-1,3-diamine